CC=1C=C(C=C(C1)C)C=CCO 3,5-dimethylphenylallyl alcohol